(S)-7'-cyclopropyl-2'-((R)-3-methylmorpholino)-7'H-spiro[cyclopropane-1,6'-pyrazolo[1,5-a]pyrazin]-4'(5'H)-one C1(CC1)[C@H]1C2(NC(C=3N1N=C(C3)N3[C@@H](COCC3)C)=O)CC2